C1(CCCCC1)C(CC(=O)N)C1CCCCC1 3,3-dicyclohexylpropionamide